The molecule is an N(2)-acyl-L-glutamine resulting from the formal condensation of the alpha-amino group of L-glutamine with the carboxy group of (2E)-3-methylhex-2-enoic acid. It is a N(2)-acyl-L-glutamine, a primary carboxamide and a secondary carboxamide. It is a conjugate acid of a N(2)-[(2E)-3-methylhex-2-enoyl]-L-glutaminate. CCC/C(=C/C(=O)N[C@@H](CCC(=O)N)C(=O)O)/C